1-((2-(((1R,5S,6r)-3-oxabicyclo[3.1.0]hexan-6-yl)amino)pyridin-4-yl)methyl)-3-(3,3-dimethyl-2,3-dihydrobenzofuran-6-yl)-5,5-dimethylimidazolidine-2,4-dione [C@H]12COC[C@@H]2C1NC1=NC=CC(=C1)CN1C(N(C(C1(C)C)=O)C1=CC2=C(C(CO2)(C)C)C=C1)=O